7-benzyl 1-methyl (S)-2-((tert-butoxycarbonyl)amino)-5-oxoheptanedioate C(C)(C)(C)OC(=O)N[C@H](C(=O)OC)CCC(CC(=O)OCC1=CC=CC=C1)=O